C(C1=CC=CC=C1)(C1=CC=CC=C1)N1CC(C1)(C)N1CCNCC1 1-(1-benzhydryl-3-methylazetidin-3-yl)piperazine